6-(4-methoxyphenyl)-1,2,3,4-tetrahydroisoquinoline COC1=CC=C(C=C1)C=1C=C2CCNCC2=CC1